C1=CC(=CC=C1CC(=O)[O-])O The molecule is a monocarboxylic acid anion that is obtained by removal of a proton from the carboxylic acid group of 4-hydroxyphenylacetic acid. It has a role as a human metabolite, a fungal metabolite and a plant metabolite. It derives from an acetate. It is a conjugate base of a 4-hydroxyphenylacetic acid.